C(C1=CC=CC=C1)OC1=C(C=C(C=O)C=C1)OC O-Benzylvanillin